OC1=C(OC2=CC=CC=C2C1=O)C1=CC(=C(C=C1)OC)OC 3-hydroxy-3',4'-dimethoxyflavone